COC(=O)C1=CC2=C(OC(C(N2)=O)(C)C)C=C1F.COC=1C=C(CC(N)C)C=C(C1OC)OC 3,4,5-Trimethoxyamphetamine Methyl-7-fluoro-2,2-dimethyl-3-oxo-3,4-dihydro-2H-benzo[b][1,4]oxazine-6-carboxylate